chromium dipicolinate N1=C(C=CC=C1)C(=O)[O-].N1=C(C=CC=C1)C(=O)[O-].[Cr+2]